ethyl 3-((chlorosulfonyl) oxy)-2,2-dimethylpropionate ClS(=O)(=O)OCC(C(=O)OCC)(C)C